ethyl 3-((tert-butoxycarbonyl)(methyl)amino)-3,4-dihydro-2H-thieno[3,4-b]pyran-7-carboxylate C(C)(C)(C)OC(=O)N(C1CC=2C(OC1)=C(SC2)C(=O)OCC)C